2-(5-bromo-1,3-thiazol-2-yl)acetonitrile BrC1=CN=C(S1)CC#N